C1=CC=CC=2C3=CC=CC=C3N(C12)C=1C=CC=2N(C3=CC=C(C=C3C2C1)N1C2=CC=CC=C2C=2C=CC=CC12)C1=CC(=C(C#N)C=C1N1C2=CC=C(C=C2C=2C=C(C=CC12)N1C2=CC=CC=C2C=2C=CC=CC12)N1C2=CC=CC=C2C=2C=CC=CC12)C1=NC(=NC(=C1)C1=CC=CC=C1)C1=CC=CC=C1 4,5-di(9'H-[9,3':6',9''-tercarbazol]-9'-yl)-2-(2,6-diphenylpyrimidin-4-yl)benzonitrile